methyl N-(tert-butoxycarbonyl)-O-(cyclopropylmethyl)-L-threoninate C(C)(C)(C)OC(=O)N[C@@H]([C@H](OCC1CC1)C)C(=O)OC